COC=1C(=CC2=CN(N=C2C1)C1CCC(CC1)CN(C1CCNCC1)C)NC(C1=NC(=CC=C1)C(F)(F)F)=O N-(6-Methoxy-2-((1r,4r)-4-((methyl(piperidin-4-yl)amino)methyl)cyclohexyl)-2H-indazol-5-yl)-6-(Trifluoromethyl)picolinamide